OCCN(C(OC(C)(C)C)=O)C(C)C tert-butyl N-(2-hydroxyethyl)-N-propan-2-ylcarbamate